benzyl-ammonium C(C1=CC=CC=C1)[NH3+]